BrC=1C=C(C=CC1)CNCC N-(3-bromophenylmethyl)ethylamine